2,4,6-trinitrobenzene-1,3-bis(olate) [N+](=O)([O-])C1=C(C(=CC(=C1[O-])[N+](=O)[O-])[N+](=O)[O-])[O-]